CC(C(=O)O)(C)N1C(N(C2=C(C1=O)C(=C(S2)C=2OC=CN2)C)C[C@H](OC2CCOCC2)C2=C(C=CC=C2)C)=O 2-methyl-2-[5-methyl-1-[(2R)-2-(2-methylphenyl)-2-(oxacyclohex-4-yloxy)ethyl]-6-(1,3-oxazol-2-yl)-2,4-dioxo-1H,2H,3H,4H-thieno[2,3-d]pyrimidin-3-yl]propionic acid